C(=O)(O)C=1C=C(C=C(C1)C(=O)O)OP(O)(O)=O 3,5-dicarboxyl-phenyl-phosphoric acid